[rac-(5S,7S)-7-Fluoro-5-phenyl-6,7-dihydro-5H-pyrrolo[1,2-b][1,2,4]triazol-2-yl]-tetrahydropyran-3-yl-methanon F[C@H]1C[C@H](N2N=C(N=C21)C(=O)C2COCCC2)C2=CC=CC=C2 |r|